BrC=1C(=CSC1)NC(CC1=CC=CC=C1)=O 4-bromo-3-(2-phenylacetamido)thiophene